N1(CCCC2=CC=CC=C12)C=1C(N(C(C1)=O)CC1CCOCC1)=O 3-(3,4-dihydroquinolin-1(2H)-yl)-1-((tetrahydro-2H-pyran-4-yl)methyl)-1H-pyrrole-2,5-dione